C(C)N(CC(=O)C1=CNC2=CC=C(C=C12)F)C 2-(Ethyl-(methyl)amino)-1-(5-fluoro-1H-indol-3-yl)ethane-1-one